C(C(=O)C)(=O)OC=C Vinyl Pyruvate